CN1C(=CC=2C1=CN=C(C2)NC(=O)C2CC2)C=2C=C1C=NN(C1=CC2C)COCC[Si](C)(C)C N-(1-methyl-2-(6-methyl-1-((2-(trimethylsilyl)ethoxy)methyl)-1H-indazol-5-yl)-1H-pyrrolo[2,3-c]pyridin-5-yl)cyclopropanecarboxamide